CN1C(=NC=C1)CN(CC1=NC=CC=C1)CC=1N(C=CN1)C (bis-((1-methylimidazole-2-yl)-methyl))-(2-pyridylmethyl)-amine